FC(/C=C/C(=O)NC1=CC(=NC=C1)C1=CC=C2C=NC(=NC2=C1)NC(OC(C)(C)C)=O)(F)F tert-butyl N-[7-[4-[[(E)-4,4,4-trifluorobut-2-enoyl]amino]-2-pyridyl]quinazolin-2-yl]carbamate